C(C)(C)(C)OC(=O)N[C@H](C(=O)OC)CC1=CC(=CC(=C1)F)F methyl (S)-2-((tert-butoxycarbonyl)amino)-3-(3,5-difluorophenyl)propanoate